[O-]S(=O)(=O)C(F)(F)F.C(CCCCCCCCCC)[NH+]1C(CCC1)CCCC 1-Undecyl-2-butylpyrrolidinium triflat